perfluorodecylmethyl-dichlorosilane pyrrolo-[3,2-c]pyridine-1-carboxylate N1(C=CC=2C=NC=CC21)C(=O)O.FC([Si](Cl)(Cl)C(C(C(C(C(C(C(C(C(C(F)(F)F)(F)F)(F)F)(F)F)(F)F)(F)F)(F)F)(F)F)(F)F)(F)F)(F)F